FC(OC1=C(C=C(C=C1)OC=1C=NN(C1)C)C1=NN(C=C1NC(=O)C=1C=NN2C1N=CC=C2)C)F N-[3-[2-(difluoromethoxy)-5-(1-methylpyrazol-4-yl)oxy-phenyl]-1-methyl-pyrazol-4-yl]pyrazolo[1,5-a]pyrimidine-3-carboxamide